O.O.P(=O)(O)(O)[O-].[Na+] sodium dihydrogen orthophosphate, dihydrate